C(C)(=O)OC1CC2C3C=CCC3C1C2 3a,4,5,6,7,7a-Hexahydro-1H-4,7-methanoinden-6-yl acetate